tert-butyl (S)-3-((4-(N-(tert-butoxycarbonyl)-N-(thiazol-4-yl)sulfamoyl)-2-cyclopropyl-5-fluorophenyl)(methyl)amino)pyrrolidine-1-carboxylate C(C)(C)(C)OC(=O)N(S(=O)(=O)C1=CC(=C(C=C1F)N([C@@H]1CN(CC1)C(=O)OC(C)(C)C)C)C1CC1)C=1N=CSC1